C1(=CC=CC=C1)CCNCCC=1C=NNC1 (2-phenylethyl)[2-(1H-pyrazol-4-yl)ethyl]amine